N-(2-hydroxy-2-methylpropyloxy)benzamide OC(CONC(C1=CC=CC=C1)=O)(C)C